(S)-4-(7-(3-chlorophenyl)-5-(pyrrolidin-1-ylmethyl)-7H-pyrrolo[2,3-d]pyrimidin-4-yl)-3-methylpiperazine-1-carboxylic acid tert-butyl ester C(C)(C)(C)OC(=O)N1C[C@@H](N(CC1)C=1C2=C(N=CN1)N(C=C2CN2CCCC2)C2=CC(=CC=C2)Cl)C